(R)-1-(3,3-difluoro-4-((6-fluoro-5-(1-(2-fluoroethyl)-1H-benzo[d][1,2,3]triazol-6-yl)-4-methoxypyrrolo[2,1-f][1,2,4]triazin-2-yl-7-d)amino)pyrrolidin-1-yl)ethan-1-one FC1(CN(C[C@H]1NC1=NN2C(C(=N1)OC)=C(C(=C2[2H])F)C=2C=CC1=C(N(N=N1)CCF)C2)C(C)=O)F